5-[(E)-oct-5-enyl]oxolan-2-one C(CCC\C=C\CC)C1CCC(O1)=O